COC1=C(C=CC=C1)N1CC2(CC1)CCN(CC2)C(=O)OC(C)(C)C tert-butyl 2-(2-methoxyphenyl)-2,8-diazaspiro[4.5]decane-8-carboxylate